C(C)(C)(C)OC(=O)N(C1CCC(CC1)N(C(OC(C)(C)C)=O)C1=NC2=CC=C(C=C2C=N1)Br)C(=O)OC(C)(C)C tert-butyl ((1r,4r)-4-(bis(tert-butoxycarbonyl)amino)cyclohexyl)(6-bromoquinazolin-2-yl)carbamate